N-[(1H-benzimidazol-2-yl)methyl]-8-bromo-2-[(3R)-3-methylmorpholin-4-yl]pyrazolo[1,5-a][1,3,5]triazin-4-amine N1C(=NC2=C1C=CC=C2)CNC2=NC(=NC=1N2N=CC1Br)N1[C@@H](COCC1)C